O[C@H]1C[C@@H]([C@@H]2[C@H]1OC(O2)(C)C)C2CCN(CC2)C(=O)OC(C)(C)C tert-butyl 4-((3aR,4R,6S,6aS)-6-hydroxy-2,2-dimethyltetrahydro-4H-cyclopenta[d][1,3]dioxol-4-yl)piperidine-1-carboxylate